2-(2,6-dioxo-hexahydropyridin-3-yl)-4-fluoroisoindol-1,3-dione O=C1NC(CCC1N1C(C2=CC=CC(=C2C1=O)F)=O)=O